FC=1C(=NC(=NC1)C=1N=C(C=2N(C1)C=C(N2)C(=O)O)CC2=C(C=C(C(=C2)F)F)F)O 6-(5-fluoro-4-hydroxypyrimidin-2-yl)-8-[(2,4,5-trifluorophenyl)methyl]imidazo[1,2-a]pyrazine-2-carboxylic acid